NCCC1(NC(C=2N1C(C(=CC2Cl)NC2=NC=NC=C2)=O)=O)CCN 3,3-bis(2-aminoethyl)-8-chloro-6-(pyrimidin-4-ylamino)-2,3-dihydroimidazo[1,5-a]pyridine-1,5-dione